C1(CC1)CN1CCC(CC1)C1=CN=C(S1)C1=NNC(=C1C(C)C)C=1C(=C(C=2N(C1)N=CN2)C)C 5-(1-(cyclopropylmethyl)piperidin-4-yl)-2-(5-(7,8-dimethyl-[1,2,4]triazolo[1,5-a]pyridin-6-yl)-4-isopropyl-1H-pyrazol-3-yl)thiazole